O[C@]12[C@]([C@@H](C3=C1NNC3=O)C3=CC=CC=C3)(OC3=C2C(=CC(=C3)OC)OC)C3=CC=C(C=C3)OC |r| rac-(4R,4aR,9bS)-9b-hydroxy-7,9-dimethoxy-4a-(4-methoxyphenyl)-4-phenyl-1,2,4,4a-tetrahydrobenzofuro[2',3':4,5]cyclopenta[1,2-c]pyrazol-3(9bH)-one